nonanylphenol tin [Sn].C(CCCCCCCC)C1=C(C=CC=C1)O